4,14-dimethyl-hexadecanoic acid CC(CCC(=O)O)CCCCCCCCCC(CC)C